2-AMINO-N'-BENZYLIDENACETOHYDRAZIDE NCC(=O)NN=CC1=CC=CC=C1